5-[3-[[1-[1-(3-aminophenyl)-1-methyl-ethyl]sulfonyl-4-piperidyl]amino]phenyl]-3-(carboxymethoxy)-4-chloro-thiophene-2-carboxylic acid NC=1C=C(C=CC1)C(C)(C)S(=O)(=O)N1CCC(CC1)NC=1C=C(C=CC1)C1=C(C(=C(S1)C(=O)O)OCC(=O)O)Cl